methyl 2-((methyl-d3) seleno)-5-chloro-1-oxo-2,3-dihydro-1H-indene-2-carboxylate C([Se]C1(C(C2=CC=C(C=C2C1)Cl)=O)C(=O)OC)([2H])([2H])[2H]